(S)-N-(2-(hydroxymethyl)-2-methyl-6-morpholino-2,3-dihydrobenzofuran-5-yl)pyrazolo[1,5-a]pyrimidine-3-carboxamide OC[C@]1(OC2=C(C1)C=C(C(=C2)N2CCOCC2)NC(=O)C=2C=NN1C2N=CC=C1)C